2-(3,4-dimethoxybenzyl)-7-[(2R,3R)-2-hydroxy-6-phenylhexan-3-yl]-5-methylimidazo[5,1-f][1,2,4]triazin-4(3H)-one COC=1C=C(CC2=NN3C(C(N2)=O)=C(N=C3[C@H]([C@@H](C)O)CCCC3=CC=CC=C3)C)C=CC1OC